4-[4-Cyano-6-(3,5-dichloro-benzyl)-3-hydroxy-pyridin-2-yl]-4-oxo-butyric acid ethyl ester C(C)OC(CCC(=O)C1=NC(=CC(=C1O)C#N)CC1=CC(=CC(=C1)Cl)Cl)=O